2-chloro-N-[(3R,4S)-1-(2,6-difluorobenzoyl)-4-fluoropyrrolidin-3-yl]benzamide ClC1=C(C(=O)N[C@@H]2CN(C[C@@H]2F)C(C2=C(C=CC=C2F)F)=O)C=CC=C1